(±)-3-(4-(4-(5-((((1-Cyclobutylethyl)(methyl)carbamoyl)oxy)methyl)-1-methyl-1H-1,2,3-triazol-4-yl)phenyl)-2-oxabicyclo[2.2.2]octan-1-yl)propanoic acid C1(CCC1)[C@@H](C)N(C(=O)OCC1=C(N=NN1C)C1=CC=C(C=C1)C12COC(CC1)(CC2)CCC(=O)O)C |r|